1-(2-(2,2-Difluoroethoxy)ethyl)-4-(4-nitrophenyl)piperazine FC(COCCN1CCN(CC1)C1=CC=C(C=C1)[N+](=O)[O-])F